C(CCCCCCCCCCCCC)(=O)OCCC(COC(CCCCCCCCCCCCC)=O)OC(CCCCCCCCCCCCC)=O ((tetradecanoyloxy)methyl)propane-1,3-diyl ditetradecanoate